methyl N6-(tert-butoxycarbonyl)-D-lysinate hydrochloride Cl.C(C)(C)(C)OC(=O)NCCCC[C@@H](N)C(=O)OC